(Z)-5-tetradecenol C(CCC\C=C/CCCCCCCC)O